C1N(CC12CCOCC2)C(C)(C)C=2C=CC(=NC2)NC2=NC=NC(=C2)NC2=NC=CC=C2S(=O)(=O)C N4-(5-(2-(7-oxa-2-azaspiro[3.5]nonan-2-yl)propan-2-yl)pyridin-2-yl)-N6-(3-(methylsulfonyl)pyridin-2-yl)pyrimidine-4,6-diamine